(R)-(2-(6-((1-(5-fluoro-2-methoxypyridin-3-yl)ethyl)amino)imidazo[1,2-b]pyridazin-3-yl)pyrimidin-4-yl)methanol FC=1C=C(C(=NC1)OC)[C@@H](C)NC=1C=CC=2N(N1)C(=CN2)C2=NC=CC(=N2)CO